6-((tert-butoxycarbonyl)amino)-5-oxodecahydro-1H-cyclopropa[d]pyrrolo[1,2-a]azocine-3-carboxylic acid C(C)(C)(C)OC(=O)NC1CC2C(CC3N(C1=O)C(CC3)C(=O)O)C2